N-(2-(1-cyclopropyl-2-hydroxy-2-methylpropyl)-3-oxoisoindolin-4-yl)-2,3-difluoro-6-methoxybenzamide C1(CC1)C(C(C)(C)O)N1CC2=CC=CC(=C2C1=O)NC(C1=C(C(=CC=C1OC)F)F)=O